(S)-2-(methylamino)-3-(pyridin-4-yl)propanoic acid CN[C@H](C(=O)O)CC1=CC=NC=C1